CC1=C(N)C(=CC(=C1[N+](=O)[O-])C)C 2,4,6-Trimethyl-3-nitroaniline